2-[2-fluoro-1-(fluoromethyl)ethyl]pyrazole-3-carboxamide methyl-(S)-4-(5-(((allyloxy)carbonyl)amino)-4-(2-(hydroxymethyl)piperidine-1-carbonyl)-2-methoxyphenoxy)butanoate COC(CCCOC1=C(C=C(C(=C1)NC(=O)OCC=C)C(=O)N1[C@@H](CCCC1)CO)OC)=O.FCC(CF)N1N=CC=C1C(=O)N